NC=1C=2N(C=C(N1)C(F)(F)F)C(=CN2)C=2C=C(C=CC2C)C(C(F)(F)Cl)(C)O 2-(3-(8-amino-6-(trifluoromethyl)imidazo[1,2-a]pyrazin-3-yl)-4-methylphenyl)-1-chloro-1,1-difluoropropan-2-ol